tert-Butyl 4-[4-[3-cyano-5-[(6,6-difluoro-5,7-dihydrocyclopenta[b]pyridin-7-yl)oxy]imidazo[1,2-a]pyridin-7-yl]-5-methyl-triazol-1-yl]piperidine-1-carboxylate C(#N)C1=CN=C2N1C(=CC(=C2)C=2N=NN(C2C)C2CCN(CC2)C(=O)OC(C)(C)C)OC2C(CC=1C2=NC=CC1)(F)F